pentacene-7,13-diamine C1=CC=CC2=CC3=CC4=C(C5=CC=CC=C5C=C4C(=C3C=C12)N)N